ClC=1C=C(C=CC1C=1SC=C(C1)C1=CC(=NC=C1)O[C@H]1[C@@H]2[C@H](OC1)[C@@H](CO2)O)C(=O)N2CCC(CC2)O (3-chloro-4-(4-(2-(((3R,3aR,6R,6aR)-6-hydroxyhexahydrofuro[3,2-b]furan-3-yl)oxy)pyridin-4-yl)thiophen-2-yl)phenyl)(4-hydroxypiperidin-1-yl)methanone